6-methoxy-2-((1-(3-methoxybenzyl)piperidin-4-yl)ethyl)-1H-benzisoquinoline-1,3(2H)-dione COC=1C=C2CC(N(C(C2=C2C1C=CC=C2)=O)CCC2CCN(CC2)CC2=CC(=CC=C2)OC)=O